1-morpholino-3-(3-(triethoxysilyl)propoxy)propane O1CCN(CC1)CCCOCCC[Si](OCC)(OCC)OCC